2-(pentafluorophenyl)-1,3,2-benzodioxaborole FC1=C(C(=C(C(=C1B1OC2=C(O1)C=CC=C2)F)F)F)F